((1-(5-fluoro-1H-pyrrolo[2,3-b]pyridin-3-yl)-6-oxo-1,6-dihydropyridazin-3-yl)amino)-4-phenylbutyric acid FC=1C=C2C(=NC1)NC=C2N2N=C(C=CC2=O)NC(C(=O)O)CCC2=CC=CC=C2